(2S)-3-[3-(3-{(2S)-2-Carboxy-2-[(3R)-pyrrolidin-3-yl]ethyl}benzamido)phenyl]-2-[(3R)-pyrrolidin-3-yl]propanoic acid dihydrochloride Cl.Cl.C(=O)(O)[C@@H](CC=1C=C(C(=O)NC=2C=C(C=CC2)C[C@H](C(=O)O)[C@@H]2CNCC2)C=CC1)[C@@H]1CNCC1